N-(8-Cyanobenzo[c][2,6]naphthyridin-5-yl)-N-(2-(4-(N-(4-cyclobutoxy-3-(hydroxymethyl)benzyl)-2,2,2-trifluoroacetamido)butoxy)ethyl)-2,2,2-trifluoroacetamide C(#N)C=1C=CC2=C(N=C(C3=CC=NC=C23)N(C(C(F)(F)F)=O)CCOCCCCN(C(C(F)(F)F)=O)CC2=CC(=C(C=C2)OC2CCC2)CO)C1